2-(2-methylimidazo[1,2-b]pyridazin-6-yl)-7-(4-methylpiperazin-1-yl)pyrido[1,2-a]pyrimidin-4-one CC=1N=C2N(N=C(C=C2)C=2N=C3N(C(C2)=O)C=C(C=C3)N3CCN(CC3)C)C1